NC=1C=NC(=CN1)C=1C=NC=CC1 3-Amino-6-(3-pyridyl)pyrazin